Cl.FC([C@H]1[C@@H](CC1)N)(F)F |r| rac-trans-2-(trifluoromethyl)cyclobutan-1-amine hydrochloride